ClC=1C=C(C=CC1F)NC1=NC=CC2=CC(=C(C=C12)[N+](=O)[O-])OCC N-(3-chloro-4-fluorophenyl)-6-ethoxy-7-nitroisoquinolin-1-amine